3-(5-(1-(3-(4-((R)-3-(4-amino-3-(4-phenoxyphenyl)-1H-pyrazolo[3,4-d]pyrimidin-1-yl)piperidine-1-carbonyl)piperazin-1-yl)propyl)piperidin-4-yl)-1-oxoisoindolin-2-yl)piperidine-2,6-dione NC1=C2C(=NC=N1)N(N=C2C2=CC=C(C=C2)OC2=CC=CC=C2)[C@H]2CN(CCC2)C(=O)N2CCN(CC2)CCCN2CCC(CC2)C=2C=C1CN(C(C1=CC2)=O)C2C(NC(CC2)=O)=O